ClC=1C(=C(C=CC1)N1C=NC2=CC=C(C=C2C1)F)C 3-(3-chloro-2-methylphenyl)-6-fluoro-3,4-dihydroquinazolin